tert-butyl 4-(((6aR,8R)-2-chloro-6a-(fluoromethyl)-5,6,6a,7,8,9-hexahydropyrrolo[1',2':4,5]-pyrazino[2,3-c]pyridazin-8-yl)amino)piperidine-1-carboxylate ClC=1C=C2C(=NN1)NC[C@@]1(N2C[C@@H](C1)NC1CCN(CC1)C(=O)OC(C)(C)C)CF